4H-pyrazolo[3,4-c][1,8]naphthyridin-4-one C1=NN=C2C(N=C3N=CC=CC3=C21)=O